(S)-1-methoxyphenylethylamine CO[C@@]1(CC=CC=C1)CCN